FC1(OC=2C(=CC3=C(N=C(S3)NC([C@H](C)N3C[C@H](C(CC3)(F)F)N3C(NC(C=C3)=O)=O)=O)C2)O1)F (S)-N-(2,2-difluoro-[1,3]dioxolo[4',5':4,5]benzo[1,2-d]thiazol-6-yl)-2-((R)-3-(2,4-dioxo-3,4-dihydropyrimidin-1(2H)-yl)-4,4-difluoropiperidin-1-yl)propanamide